CC=1C(=NC(=NC1)S(=O)(=O)C)C=1C=NN(C1)CCC#N 3-(4-(5-methyl-2-(methylsulfonyl)pyrimidin-4-yl)-1H-pyrazol-1-yl)propionitrile